N1=CC=C(C=C1)C[C@@H](N)C(=O)O D-3-(4-Pyridyl)alanine